O1C(CCCC1)N1N=CC2=C(C(=CC=C12)C=C)B1OC(C(O1)(C)C)(C)C 1-(tetrahydro-2H-pyran-2-yl)-4-(4,4,5,5-tetramethyl-1,3,2-dioxaborolan-2-yl)-5-vinyl-1H-indazole